ammonium tetrafluorogallate F[Ga-](F)(F)F.[NH4+]